N,N-dioctadecyl-amide C(CCCCCCCCCCCCCCCCC)[N-]CCCCCCCCCCCCCCCCCC